ClCCCC1(C(CCC1)=O)C(=O)OC Methyl 1-(3-chloropropyl)-2-oxocyclopentane-1-carboxylate